tert-butyl 3-(4-{[(1R,3S)-3-{[6-chloro-2-(trifluoromethyl)quinolin-4-yl]amino}cyclohexyl]carbamoyl}-1H-pyrazol-1-yl)azetidine-1-carboxylate ClC=1C=C2C(=CC(=NC2=CC1)C(F)(F)F)N[C@@H]1C[C@@H](CCC1)NC(=O)C=1C=NN(C1)C1CN(C1)C(=O)OC(C)(C)C